dibenzyl (3-hydroxypropyl) phosphate P(=O)(OCC1=CC=CC=C1)(OCC1=CC=CC=C1)OCCCO